O1C(CCCC1)OCCC=1C=NN(C1)C1=NC=NC=C1 4-[4-(2-tetrahydropyran-2-yloxyethyl)pyrazol-1-yl]pyrimidin